2-[5-oxo-1-[[4-(2,2,2-trifluoroethoxy)phenyl]methyl]pyrrolidin-2-yl]acetic acid O=C1CCC(N1CC1=CC=C(C=C1)OCC(F)(F)F)CC(=O)O